ClC=1C=C(C=CC1Cl)[C@H](CNC(OC(C)(C)C)=O)NS(=O)(=O)C1=CC=C(C=C1)OC(F)(F)F (R)-tert-butyl (2-(3,4-dichlorophenyl)-2-((4-(trifluoromethoxy)phenyl)sulfonamido)ethyl)carbamate